S(=O)(=O)=C1C(=C2C=CC=CC2=CC1)C1=CC=CC2=CC=CC=C12 Sulfonyl-Binaphthalene